FC1=C2NC(C=3N(C2=CC=C1CBr)N=NC3)=O 6-fluoro-7-(bromomethyl)-[1,2,3]triazolo[1,5-a]quinoxalin-4(5H)-one